2-((4-(pyrimidin-4-yl)piperazin-1-yl)methyl)-6-(trifluoromethyl)-1H-benzo[d]imidazole N1=CN=C(C=C1)N1CCN(CC1)CC1=NC2=C(N1)C=C(C=C2)C(F)(F)F